O[C@@H](CN1N=NC(=C1)C(=O)NCC=1SC(=NN1)C1=CC=CC=C1)C (R)-1-(2-hydroxypropyl)-N-((5-phenyl-1,3,4-thiadiazol-2-yl)methyl)-1H-1,2,3-triazole-4-carboxamide